C(CCC)[Sn](CCCC)(CCCC)CO (tributylstannyl)-methanol